BrCCCCC(=O)N[C@H](C(=O)N1[C@@H](C[C@H](C1)O)C(=O)NCC1=CC=C(C=C1)C1=C(N=CS1)C)C(C)(C)C (2S,4R)-1-[(2S)-2-(5-bromopentanamido)-3,3-dimethylbutanoyl]-4-hydroxy-N-{[4-(4-methyl-1,3-thiazol-5-yl)phenyl]methyl}pyrrolidine-2-carboxamide